(E)-5-bromo-3-chlorothiophene-2-carbaldehyde oxime BrC1=CC(=C(S1)/C=N/O)Cl